C1(=CC=CC=C1)CC(=O)NC(C(=O)O)CCOC1CC(C1)CCC1=NC=2NCCCC2C=C1 2-[(2-phenylacetyl)amino]-4-[3-[2-(5,6,7,8-tetrahydro-1,8-naphthyridin-2-yl)ethyl]cyclobutoxy]butanoic acid